Benzamidin Hydrochlorid Hydrat O.Cl.C(C1=CC=CC=C1)(=N)N